7-isopropoxy-2-(1-methyl-2-oxabicyclo[2.2.2]octan-4-yl)imidazo[1,2-a]pyrimidine-6-carboxylic acid C(C)(C)OC1=NC=2N(C=C1C(=O)O)C=C(N2)C21COC(CC2)(CC1)C